2-((3-ethoxy-5-isopropoxy-benzyl)amino)pyrimidine-5-carboxylic acid C(C)OC=1C=C(CNC2=NC=C(C=N2)C(=O)O)C=C(C1)OC(C)C